8-[(8-acetyl-8-azabicyclo[3.2.1]octan-3-yl)oxy]-4-[(2R)-3-(3,4-dihydro-1H-isoquinolin-2-yl)-2-hydroxy-propyl]-2,3-dihydro-1,4-benzoxazepin-5-one C(C)(=O)N1C2CC(CC1CC2)OC2=CC1=C(C(N(CCO1)C[C@@H](CN1CC3=CC=CC=C3CC1)O)=O)C=C2